Methyl 4-[1-[[4-[2-(3-trifluoromethylphenoxy)ethylamino]tetrahydropyran-4-carbonyl]amino]cyclopropyl]benzoate FC(C=1C=C(OCCNC2(CCOCC2)C(=O)NC2(CC2)C2=CC=C(C(=O)OC)C=C2)C=CC1)(F)F